ClC=1C=CC(=C(C1)CNC1CN(C1)C(=O)N1C[C@H](CC1)N1N=NN=C1)C(F)(F)F [3-[[5-Chloro-2-(trifluoromethyl)phenyl]methylamino]azetidin-1-yl]-[(3S)-3-(tetrazol-1-yl)pyrrolidin-1-yl]methanone